C1(CC1)C1=CC(=NN1)NC1=NC(=NC2=CC=CC=C12)N1C2CN(C(C1)C2)S(=O)(=O)C2=CC(=CC=C2)C(F)(F)F N-(5-cyclopropyl-1H-pyrazole-3-yl)-2-(5-((3-(trifluoromethyl)phenyl)sulfonyl)-2,5-diazabicyclo[2.2.1]heptan-2-yl)quinazolin-4-amine